S1C=NC2=C1C(=CC=C2)C2=CC=C(C=C2)N2C[C@@H](N(CC2)C(=O)NC=2N=C(SC2)C#C)CO (R)-4-(4-(Benzo[d]thiazol-7-yl)phenyl)-N-(2-ethynylthiazol-4-yl)-2-(hydroxy-methyl)piperazine-1-carboxamide